2,5-dibromo-1-ethyl-pyrrole BrC=1N(C(=CC1)Br)CC